N-[1-[2-(3-methoxy-4-morpholino-anilino)-5-methyl-pyrimidin-4-yl]-3-methyl-indol-5-yl]prop-2-enamide COC=1C=C(NC2=NC=C(C(=N2)N2C=C(C3=CC(=CC=C23)NC(C=C)=O)C)C)C=CC1N1CCOCC1